2,3-dioleoyloxypropylammonium C(CCCCCCC\C=C/CCCCCCCC)(=O)OC(C[NH3+])COC(CCCCCCC\C=C/CCCCCCCC)=O